C(C)(C)(C)OC(C(=C)C)=O.BrC=1C=C(C=CC1)S(=O)(=O)NC1=CC=C(C=C1)N=CC=1C(=C2C=CC(OC2=CC1)(C)C)O 3-bromo-N-(4-(((5-hydroxy-2,2-dimethyl-2H-chromen-6-yl)methylene)amino)phenyl)benzenesulfonamide tert-butyl-methacrylate